FC1=CC=C(C=C1)C=1N=C(NC1)[C@@H]1COC2=CC=C(C=C2C1)OC1=C2CCC(NC2=NC=C1)=O |o1:12| (R)- or (S)-5-[3-[4-(4-fluorophenyl)-1H-imidazol-2-yl]chroman-6-yl]oxy-3,4-dihydro-1H-1,8-naphthyridin-2-one